FC(C1=CC=C(C=C1)C=1N=C(OC1)NC=1C=CC(=NC1)C#N)(F)F 5-((4-(4-(trifluoromethyl)phenyl)oxazol-2-yl)amino)picolinonitrile